Cl.CN(C1=CC=C2CCNCC2=C1)C1=C(C#N)C=CC=C1 (methyl-(1,2,3,4-tetrahydroisoquinolin-7-yl)amino)benzonitrile hydrochloride